COC1=C(C=C(C(=C1)OC)C)C(\C=C\C1=CC(=C(C(=C1)OC)OC)OC)=O (E)-1-(2,4-dimethoxy-5-methylphenyl)-3-(3,4,5-trimethoxyphenyl)prop-2-en-1-one